(S)-4-amino-N-(6-(fluoromethyl)-2,3-dihydrobenzofuran-3-yl)-N-methylimidazo-[1,5-a]quinoxaline-8-carboxamide NC=1C=2N(C3=CC(=CC=C3N1)C(=O)N(C)[C@@H]1COC3=C1C=CC(=C3)CF)C=NC2